5-bromo-2-(isobutyryl-oxy)-3-((phenethyl-imino)methyl)phenyl nicotinate C(C1=CN=CC=C1)(=O)OC1=C(C(=CC(=C1)Br)C=NCCC1=CC=CC=C1)OC(C(C)C)=O